ClC=1C=C(C=C(C1)C#N)C(C)(C)C1=CC=C(OCC2=NC(=NC=C2)N2CCN(CC2)CC2CCN(CC2)C(=O)OC(C)(C)C)C=C1 tert-butyl 4-((4-(4-((4-(2-(3-chloro-5-cyanophenyl)propan-2-yl)phenoxy)methyl)pyrimidin-2-yl)piperazin-1-yl) methyl)piperidine-1-carboxylate